C(CC)[Si](OC)(OC)C1=CC=CC2=CC=CC=C12 Propyl-(naphthyl)dimethoxysilane